FC1=C(C(=C(C=C1F)F)F)OC(C1=CN=C(C=C1)F)=O 6-fluoronicotinic acid 2,3,5,6-tetrafluorophenyl ester